N-(cycloheptylmethyl)-2-[(5-fluoro-2-methoxy-phenyl)methyl]-1H-benzimidazole-5-carboxamide C1(CCCCCC1)CNC(=O)C1=CC2=C(NC(=N2)CC2=C(C=CC(=C2)F)OC)C=C1